CNC(CC(=CC)C)=O N,3-dimethyl-pent-3-enamide